O=C1NC2=CC(=CC=C2C1)C=O 2-oxoindoline-6-carbaldehyde